FC(CN(CCC(C(=O)O)NC1=NC=NC2=CC=CC=C12)CCCCC1=NC=2NCCCC2C=C1)COC 4-((2-fluoro-3-methoxypropyl)(4-(5,6,7,8-tetrahydro-1,8-naphthyridin-2-yl)butyl)amino)-2-(quinazolin-4-ylamino)butanoic acid